N-((2R,3S)-1-(4-(dimethylamino)pyridin-2-yl)-2-((((CIS)-4-phenylcyclohexyl)oxy)methyl)pyrrolidin-3-yl)methanesulfonamide CN(C1=CC(=NC=C1)N1[C@H]([C@H](CC1)NS(=O)(=O)C)CO[C@@H]1CC[C@@H](CC1)C1=CC=CC=C1)C